tert-butyl ((1R,2R)-2-(2-(2-cyanoacetyl)-3-fluoro-5-methylphenoxy)cyclopentyl)carbamate C(#N)CC(=O)C1=C(O[C@H]2[C@@H](CCC2)NC(OC(C)(C)C)=O)C=C(C=C1F)C